2-(4,5-dichloro-6-oxopyridazin-1(6H)-yl)-N-(3-((4-(hydroxymethyl)piperidin-1-yl)sulfonyl)-4-methylphenyl)acetamide ClC=1C=NN(C(C1Cl)=O)CC(=O)NC1=CC(=C(C=C1)C)S(=O)(=O)N1CCC(CC1)CO